(2S)-1-[2-[4-[(8-methoxy-3-quinolyl)-methyl-amino]-1-piperidyl]acetyl]pyrrolidine-2-carbonitrile COC=1C=CC=C2C=C(C=NC12)N(C1CCN(CC1)CC(=O)N1[C@@H](CCC1)C#N)C